Perfluorohexanone FC(C(C(C(C(C(F)(F)F)(F)F)(F)F)(F)F)=O)(F)F